N-(2-methoxyethyl)-bromoacetamide COCCNC(CBr)=O